1-(5-(3-fluorophenylethyl)-2,3-dihydro-1H-inden-1-yl)piperidine-4-carboxylic acid FC=1C=C(C=CC1)CCC=1C=C2CCC(C2=CC1)N1CCC(CC1)C(=O)O